(5R)-3-((2-((S)-amino((1r,4S)-4-methylcyclohexyl)methyl)imidazo[1,2-b]pyridazin-6-yl)methyl)-1-(4-methoxybenzyl)-3-methyl-5-(trifluoromethyl)piperidin-2-one N[C@H](C=1N=C2N(N=C(C=C2)CC2(C(N(C[C@@H](C2)C(F)(F)F)CC2=CC=C(C=C2)OC)=O)C)C1)C1CCC(CC1)C